(4r,5s,7r,8r,9s,10r)-7-(hydroxymethyl)-4-((pyridin-3-ylmethyl)amino)-9-(4-(3,4,5-trifluorophenyl)-1H-1,2,3-triazol-1-yl)-1,6-dioxaspiro[4.5]decan-8,10-diol OC[C@H]1O[C@@]2([C@@H](CCO2)NCC=2C=NC=CC2)[C@@H]([C@H]([C@H]1O)N1N=NC(=C1)C1=CC(=C(C(=C1)F)F)F)O